2-(AMINOMETHYL)CYCLOPROPANECARBOXYLIC ACID NCC1C(C1)C(=O)O